CN1CCC(CC1)C=1C=C(C=CC1)CC(=O)O [3-(1-methyl-4-piperidinyl)phenyl]acetic acid